NC=1C(=NC=C(C(=O)[O-])C1)NC1=CC=C(C=C1)C#N 5-amino-6-((4-cyanophenyl)amino)nicotinate